7-(4-piperidyl)-2-tetrahydropyran-3-yl-3H-imidazo[4,5-b]pyridine, hydrochloride Cl.N1CCC(CC1)C1=C2C(=NC=C1)NC(=N2)C2COCCC2